C(C(=O)[O-])(=O)[O-].[Co+2] Cobalt (II) oxalat